thieno[3,2-b]thiophene-2,5-diformaldehyde S1C2=C(C=C1C=O)SC(=C2)C=O